N1=NC(=CC2=C1C1=C(CCC2)C=CC=C1)N1N=C(N=C1N)NC1=CC=C(C=C1)CN1CCC(CC1)N1CCCC1 1-(6,7-dihydro-5H-benzo[6,7]cyclohepta[1,2-c]pyridazin-3-yl)-N3-(4-((4-pyrrolidin-1-ylpiperidinyl)methyl)phenyl)-1H-1,2,4-triazole-3,5-diamine